[(3S)-2,6-DIOXO-3-PIPERIDYL]PYRIDINE-2-CARBOXAMIDE O=C1NC(CC[C@H]1C=1C(=NC=CC1)C(=O)N)=O